C(CCCCCCCCCCC)C(=S)SC(C(=O)OC(C(COC(C(C)(C)SC(=S)CCCCCCCCCCCC)=O)(COC(C(C)(C)SC(=S)CCCCCCCCCCCC)=O)COC(C(C)(C)SC(=S)CCCCCCCCCCCC)=O)C)(C)C methyl-pentaerythritol tetrakis[2-(dodecylthiocarbonylthio)-2-methylpropionate]